ClC=1C=CC(=C(C1)C1(NC=NC=C1)O)C=1C=NN(C1)C(F)F 4-{5-chloro-2-[1-(difluoromethyl)-1H-pyrazol-4-yl]phenyl}pyrimidin-4-ol